(2R)-2-(6-{5-chloro-2-[(oxacyclohex-4-yl)amino]pyrimidin-4-yl}-1-oxo-2,3-dihydro-1H-isoindol-2-yl)-N-[(1R)-1-[5-(difluoromethyl)-2-fluorophenyl]ethyl]-3-hydroxypropionamide ClC=1C(=NC(=NC1)NC1CCOCC1)C1=CC=C2CN(C(C2=C1)=O)[C@@H](C(=O)N[C@H](C)C1=C(C=CC(=C1)C(F)F)F)CO